1-ethyl-4-methylimidazole C(C)N1C=NC(=C1)C